2-(8-((2S,5R)-4-(1-(3-chloroquinoxalin-6-yl)ethyl)-2,5-dimethylpiperazin-1-yl)-5-methyl-6-oxo-5,6-dihydroimidazo[1,2-b]pyridazin-2-yl)acetonitrile ClC=1C=NC2=CC=C(C=C2N1)C(C)N1C[C@@H](N(C[C@H]1C)C=1C=2N(N(C(C1)=O)C)C=C(N2)CC#N)C